racemic-methyl (3S)-1-(5-((2,6-dichlorobenzyl)oxy)-2,3-dihydro-1H-inden-1-yl)-pyrrolidine-3-carboxylate ClC1=C(COC=2C=C3CC[C@H](C3=CC2)N2C[C@H](CC2)C(=O)OC)C(=CC=C1)Cl |&1:10|